O1N=C(C2C1C1CCC2C1)C=1C=CC(=C(C(=O)OC)C1)OC methyl 5-(3a,4,5,6,7,7a-hexahydro-4,7-methanobenzo[d]isoxazol-3-yl)-2-methoxybenzoate